ClC=1C=C2C(=CN1)N(C(=C2)C=2C(=NC=CC2)CC)C 5-chloro-2-(2-ethylpyridin-3-yl)-1-methyl-1H-pyrrolo[2,3-c]pyridine